1-(5-(5-((1r,4r)-4-aminocyclohexyl)-1,3,4-thiadiazol-2-yl)-4-(methylamino)pyridin-2-yl)-1H-pyrrolo[2,3-b]Pyridine NC1CCC(CC1)C1=NN=C(S1)C=1C(=CC(=NC1)N1C=CC=2C1=NC=CC2)NC